1-benzyl 6-methyl (Z)-3-methylhex-2-en-4-ynedioate C/C(=C/C(=O)OCC1=CC=CC=C1)/C#CC(=O)OC